ClC=1C=C2N=C(C(=NC2=CC1Cl)C1=CC=CC=C1)C1=CC=CC=C1 6,7-dichloro-2,3-diphenylquinoxaline